FC1=C(C=CC(=C1)OCCOC)C1=NN(C(=C1)C)C1CC2(CN(C2)C(=O)OCCCC)C1 butyl 6-(3-(2-fluoro-4-(2-methoxyethoxy)phenyl)-5-methyl-1H-pyrazol-1-yl)-2-azaspiro[3.3]heptane-2-carboxylate